COC1(CCC1)CNCC1=CC(=C2CNC(C2=C1)=O)C(F)(F)F 6-({[(1-Methoxycyclobutyl)methyl]amino}methyl)-4-(trifluoromethyl)-2,3-dihydroisoindol-1-one